FC1=C(C=C(C=C1)C1=CC=C(C=C1)C(=O)NC1=CC(=C(C=C1)O)NS(=O)(=O)C1=CC=C(C=C1)F)OC 4'-fluoro-N-(3-((4-fluorophenyl)sulfonamido)-4-hydroxyphenyl)-3'-methoxy-[1,1'-biphenyl]-4-carboxamide